CC1=C(C=CC2=C(C(=CC=C12)S)C)S 1,5-dimethyl-2,6-naphthalenedithiol